N-((4,6-dioxo-1,4,5,6-tetrahydropyrimidin-2-yl)methyl)acetamide O=C1N=C(NC(C1)=O)CNC(C)=O